C(C)(C)(C)[Si](O[C@H]1CCN2[C@@H]1C(NCC2=O)=O)(C2=CC=CC=C2)C2=CC=CC=C2 (8s,8as)-8-{[tert-butyldi(phenyl)silyl]oxy}hexahydropyrrolo[1,2-a]pyrazine-1,4-dione